C(C)(C)C=1C=2N(C(=CC1)C1=NC=3N(C(=C1)NC)N=CC3C(=O)N)C=CN2 5-(8-isopropylimidazo[1,2-a]pyridin-5-yl)-7-(methylamino)pyrazolo[1,5-a]pyrimidine-3-carboxamide